4,4-bis(4'-hydroxy-phenyl)pentanoic acid OC1=CC=C(C=C1)C(CCC(=O)O)(C)C1=CC=C(C=C1)O